CC1=CC(=NC(=N1)C=1C=NC(=CC1)N1CC2N(C(C1)C2)CC=2C=NC=CC2C)NC2=NNC(=C2)C 6-methyl-N-(5-methyl-1H-pyrazol-3-yl)-2-(6-(6-((4-methylpyridin-3-yl)methyl)-3,6-diazabicyclo[3.1.1]heptan-3-yl)pyridin-3-yl)pyrimidin-4-amine